7-(4-(3-isopropyl-2-methyl-2H-indazol-5-yl)pyrimidin-2-yl)-N4-(3-methoxypropyl)quinazoline-4,7-diamine C(C)(C)C=1N(N=C2C=CC(=CC12)C1=NC(=NC=C1)C1(CC=C2C(=NC=NC2=C1)NCCCOC)N)C